ethyl 3-(4-benzyl-2,3-dihydro-1,4-benzothiazin-6-yl)-3-(tert-butylsulfinylamino)propanoate C(C1=CC=CC=C1)N1CCSC2=C1C=C(C=C2)C(CC(=O)OCC)NS(=O)C(C)(C)C